{4-amino-2-[(6-chloropyridin-3-yl)amino]-1,3-thiazol-5-yl}(phenyl)methanone NC=1N=C(SC1C(=O)C1=CC=CC=C1)NC=1C=NC(=CC1)Cl